{4-[4-(2-azetidin-1-yl-phenyl)-piperidin-1-yl]-2-cyclopropyl-quinazolin-6-yl}-(2-methoxy-ethyl)-methyl-amine N1(CCC1)C1=C(C=CC=C1)C1CCN(CC1)C1=NC(=NC2=CC=C(C=C12)N(C)CCOC)C1CC1